F[C@H]1C[C@H](N(C1)C(CN1CCC(CC1)N(C)C=1N=CC2=CC=CC=C2C1)=O)C#N (2S,4S)-4-fluoro-1-[2-[4-[3-isoquinolyl(methyl)amino]-1-piperidyl]acetyl]pyrrolidine-2-carbonitrile